C(C)OC(=O)C=1N=C(SC1)[C@@H](C[C@H](C(C)C)N(C)C(=O)OC(C)(C)C)OCCC 2-((1r,3r)-3-((tert-butoxycarbonyl)(methyl)amino)-4-methyl-1-propoxypentyl)thiazole-4-carboxylic acid ethyl ester